C(C)(C)(C)OC(=O)N[C@H](C(=O)OC(C)(C)C)CI tert-butyl (R)-2-((tert-butoxycarbonyl) amino)-3-iodopropionate